benzyl (2-((2-(aminomethyl)pyridin-4-yl)amino)-2-oxoethyl)(methyl)carbamate NCC1=NC=CC(=C1)NC(CN(C(OCC1=CC=CC=C1)=O)C)=O